1-hexadecyl-2-tetradecanoyl-glycero-3-phosphocholine C(CCCCCCCCCCCCCCC)OCC(OC(CCCCCCCCCCCCC)=O)COP(=O)([O-])OCC[N+](C)(C)C